BrC1=CC=2C3=C(NC2C=C1)C(=NC(=N3)CC(=O)OCC)Cl ethyl 2-(8-bromo-4-chloro-5H-pyrimido[5,4-b]indol-2-yl)acetate